FC1(CCC(CC1)[C@@H](C(=O)NC1=NC=CC(=C1)C(COC)NC(CCC(F)(F)F)=O)NC(=O)C1=CC=NN1C(C)C)F N-((1S)-1-(4,4-Difluorocyclohexyl)-2-((4-(2-methoxy-1-(4,4,4-trifluorobutanamido)ethyl)pyridin-2-yl)amino)-2-oxoethyl)-1-isopropyl-1H-pyrazole-5-carboxamide